C1(CCCC1)NC1=C(C=CC=C1)N1CCC(CC1)OC1=CC=CC=C1 N-cyclopentyl-2-(4-phenoxypiperidin-1-yl)aniline